tert-butyl {4-[3-(2,4-dioxo-1,3-diazinan-1-yl) imidazo[1,2-a]pyridin-7-yl]piperidin-1-yl}formate O=C1N(CCC(N1)=O)C1=CN=C2N1C=CC(=C2)C2CCN(CC2)C(=O)OC(C)(C)C